C(C)C1(CC1)C1=NC(=C2C=NC(=NN21)C2N(CCC(C2F)N)S(=O)(=O)C)F [7-(1-ethylcyclopropyl)-5-fluoroimidazo[4,3-f][1,2,4]triazin-2-yl]-3-fluoro-1-methanesulfonylpiperidin-4-amine